N-{[1-(2-aminoethyl)-3-hydroxyazetidin-3-yl]methyl}acetamide NCCN1CC(C1)(O)CNC(C)=O